(2-((2-((2-methoxy-5-(1-methyl-1H-pyrazol-4-yl)-4-(piperazin-1-yl)benzeneyl)amino)-5-methylpyrimidin-4-yl)amino)phenyl)dimethylphosphine oxide COC1=C(C=C(C(=C1)N1CCNCC1)C=1C=NN(C1)C)NC1=NC=C(C(=N1)NC1=C(C=CC=C1)P(C)(C)=O)C